(1S,2S)-N-[8-amino-6-(1-ethylpyrazol-4-yl)cinnolin-3-yl]-2-fluoro-cyclopropanecarboxamide NC=1C=C(C=C2C=C(N=NC12)NC(=O)[C@H]1[C@H](C1)F)C=1C=NN(C1)CC